2-methyl-4-oxopentanol CC(CO)CC(C)=O